ethyl-{[4-bromo-1-(2-fluorophenyl)-5-(6-fluoropyridin-3-yl)-1H-pyrazol-3-yl] sulfanyl} acetate C(C)(=O)OSC1=NN(C(=C1Br)C=1C(=NC(=CC1)F)CC)C1=C(C=CC=C1)F